chloro-N-(2-hydroxyethyl)-2-pyridinecarboxamide ClC=1C(=NC=CC1)C(=O)NCCO